C(=O)(O)OOC(=O)O dicarboxyl peroxide